NCCNCCCN N-(2-aminoethyl)-3-aminopropylamine